BrC1=CC=C(C=C1)C12CCC(CC1)(CC2)CN(C(=O)C2CCOCC2)C=2C=C(C=CC2)/C=C/C(=O)OC methyl (E)-3-(3-(N-((4-(4-bromophenyl) bicyclo[2.2.2]octan-1-yl)methyl)tetrahydro-2H-pyran-4-carboxamido)phenyl)acrylate